BrC=1C(=NC2=CC(=CC(=C2C1)C(C)=O)C)C=1C(=NOC1)C 1-(3-bromo-7-methyl-2-(3-methylisoxazol-4-yl)quinolin-5-yl)ethan-1-one